6-[4-methoxy-2-(2-{4-[2-(piperidin-1-yl)ethoxy]phenyl} acetamido)phenyl]-5,6,7,8-tetrahydronaphthalen-2-yl 2,2-dimethylpropanoate CC(C(=O)OC1=CC=2CCC(CC2C=C1)C1=C(C=C(C=C1)OC)NC(CC1=CC=C(C=C1)OCCN1CCCCC1)=O)(C)C